2-(1-methyl-1H-pyrazol-4-yl)cyclopropane CN1N=CC(=C1)C1CC1